tert-butyl (S)-4-((1r,4S)-4-(6-(2-hydroxypropan-2-yl)-5-(2,2,2-trifluoroacetamido)-2H-indazol-2-yl)cyclohexyl)-3-methylpiperazine-1-carboxylate OC(C)(C)C=1C(=CC2=CN(N=C2C1)C1CCC(CC1)N1[C@H](CN(CC1)C(=O)OC(C)(C)C)C)NC(C(F)(F)F)=O